C#CC(CCCCCC)O 1-nonyn-3-ol